nickel-titanium-silicon [Si].[Ti].[Ni]